(S)-2-(2,5-difluoro-4-(6-((3-fluoro-5-((2-methoxythiazol-5-yl)ethynyl)pyridin-2-yl)methoxy)pyridin-2-yl)benzyl)-1-(oxetan-2-ylmethyl)-1H-benzo[d]imidazole-6-carboxylic acid FC1=C(CC2=NC3=C(N2C[C@H]2OCC2)C=C(C=C3)C(=O)O)C=C(C(=C1)C1=NC(=CC=C1)OCC1=NC=C(C=C1F)C#CC1=CN=C(S1)OC)F